OCC1CN(C1)C=1C=C2CN(C(C2=CC1)=O)C1C(NC(CC1)=O)=O 3-(5-(3-(hydroxymethyl)azetidin-1-yl)-1-oxoisoindolin-2-yl)piperidine-2,6-dione